Tert-butyl (3R,4R)-3-fluoro-4-((methylsulfonyl)oxy)piperidine-1-carboxylate F[C@@H]1CN(CC[C@H]1OS(=O)(=O)C)C(=O)OC(C)(C)C